O=C1NC(CCC1N1C(N(C2=C1C=CC(=C2)C2=CC=C(C=C2)C#CC(=O)N2CCN(CC2)C(=O)OC(C)(C)C)C)=O)=O tert-butyl 4-[3-[4-[1-(2,6-dioxo-3-piperidyl)-3-methyl-2-oxo-benzimidazol-5-yl]phenyl]prop-2-ynoyl]piperazine-1-carboxylate